4-aminomethyl-L-phenylalanine NCC1=CC=C(C[C@H](N)C(=O)O)C=C1